C(#N)CC1=CC=C(C=N1)C1=CC=C(OC=2C=CC=C3C=NC(=NC23)NC2=CC(=CC=C2)N2CCN(CC2)C)C=C1 8-(4-(6-cyanomethylpyridin-3-yl)phenoxy)-N-(3-(4-methylpiperazin-1-yl)phenyl)quinazolin-2-amine